methyl 3-((5-bromopyrimidin-4-yl) oxy)-2,2-dimethylpropionate BrC=1C(=NC=NC1)OCC(C(=O)OC)(C)C